ClC1=CC=C(C=C1)C=1N=C2N(C=CC=N2)C1CN1C2CN(C(C1)CC2)C(=O)C2=C(C=CC=C2)F (5-{[2-(4-Chlorophenyl)imidazo[1,2-a]pyrimidin-3-yl]methyl}-2,5-diazabicyclo[2.2.2]oct-2-yl)-(2-fluorophenyl)methanon